N-((1S,2R,4aS,6aR,6bS,8aR,12aS,14aR,14bS)-11-cyano-1,2,6a,6b,9,9,12a-heptamethyl-10,14-dioxo-1,3,4,5,6,6a,6b,7,8,8a,9,10,12a,14,14a,14b-hexadecahydropicen-4a(2H)-yl)acetamide C(#N)C=1C(C([C@@H]2CC[C@]3([C@@]4(CC[C@]5(CC[C@H]([C@@H]([C@H]5[C@H]4C(C=C3[C@]2(C1)C)=O)C)C)NC(C)=O)C)C)(C)C)=O